C(#N)C1=C(C=C(C=C1F)CCC(=O)NC1=CC(=NN1)C1=CC=NC=C1)F 3-(4-cyano-3,5-difluorophenyl)-N-(3-(pyridin-4-yl)-1H-pyrazol-5-yl)propanamide